2-[(2S,4R)-1-[(2S)-2-[(1-fluorocyclopropanecarbonyl)amino]-3,3-dimethyl-butyryl]-4-hydroxy-pyrrolidin-2-yl]-1H-imidazole-4-carboxylic acid FC1(CC1)C(=O)N[C@H](C(=O)N1[C@@H](C[C@H](C1)O)C=1NC=C(N1)C(=O)O)C(C)(C)C